ClC1=CC=2C(=NN(N2)C2=C(C(=CC(=C2)C(C)(C)C)C(C)(C)C)O)C=C1 5-chloro-2-(3,5-di-t-butyl-2-hydroxyphenyl)-2H-benzotriazole